N-(4-fluoro-5-(((2s,4r)-2-methyl-4-(pyrimidin-2-yloxy)pyrrolidin-1-yl)methyl)thiazol-2-yl)acetamide FC=1N=C(SC1CN1[C@H](C[C@H](C1)OC1=NC=CC=N1)C)NC(C)=O